F[C@H]1[C@@H](CN(CC1)C)NC(=O)[C@H]1CCN(C2(CC2)C1)C(=O)C1=NNC(=C1)C1=CC(=NC=C1F)OC (S)-N-((3r,4r)-4-fluoro-1-methylpiperidin-3-yl)-4-(5-(5-fluoro-2-methoxypyridin-4-yl)-1H-pyrazole-3-carbonyl)-4-azaspiro[2.5]octane-7-carboxamide